diisobutyl 1-pentenylphosphonate C(=CCCC)P(OCC(C)C)(OCC(C)C)=O